Cl.C(C)(=O)NCCCC[C@@H](C(=O)OCC)N (S)-ethyl 6-acetamido-2-aminohexanoate hydrochloride